C(#C)C=1C=C(C=NC1OC1=CC=CC=C1)NC1=NC=NC2=CC=C(C=C12)N1CCN(CC1)C(=O)OC(C)(C)C tert-butyl 4-(4-((5-ethynyl-6-phenoxypyridin-3-yl)amino)quinazolin-6-yl)piperazine-1-carboxylate